(R)-1-(4-hydroxy-4-(8-methoxy-4-((1-(2-methyl-3-(trifluoromethyl)-phenyl)ethyl)amino)pyrido[3,4-d]pyrimidin-6-yl)-2,2,6,6-tetramethylpiperidin-1-yl)ethan-1-one OC1(CC(N(C(C1)(C)C)C(C)=O)(C)C)C1=CC2=C(N=CN=C2N[C@H](C)C2=C(C(=CC=C2)C(F)(F)F)C)C(=N1)OC